3,4,5-triacetoxystyrene mercury [Hg].C(C)(=O)OC=1C=C(C=C)C=C(C1OC(C)=O)OC(C)=O